methyl (1r,3s)-3-[(3R)-3-(1-{7-[(1R)-1-(2,4-dichlorophenyl) ethoxy]-2-methylindazol-5-yl} azetidin-3-yl) piperidin-1-yl]-1-methylcyclobutane-1-carboxylate ClC1=C(C=CC(=C1)Cl)[C@@H](C)OC1=CC(=CC2=CN(N=C12)C)N1CC(C1)[C@@H]1CN(CCC1)C1CC(C1)(C(=O)OC)C